8-(4-nitrophenyl)-1,4-dioxa-8-azaspiro[4.5]decane [N+](=O)([O-])C1=CC=C(C=C1)N1CCC2(OCCO2)CC1